N-tert-Butyl-3-(2,5-difluoro-4-nitrophenoxy)-1H-pyrazole-1-carboxamide C(C)(C)(C)NC(=O)N1N=C(C=C1)OC1=C(C=C(C(=C1)F)[N+](=O)[O-])F